2-(tert-butoxycarbonyl)octahydrocyclopenta[c]pyrrole-1-carboxylic acid C(C)(C)(C)OC(=O)N1C(C2C(C1)CCC2)C(=O)O